N1-(4b-hydroxy-7-isopropyl-4-nitro-10-oxo-4b,10-dihydro-9bH-indeno[1,2-b]benzofuran-9b-yl)-N2,N2-dimethyl-oxalamide OC12OC3=C(C1(C(C1=CC=CC(=C12)[N+](=O)[O-])=O)NC(C(=O)N(C)C)=O)C=CC(=C3)C(C)C